2-((4-nitrophenyl)ethynyl)-nitrobenzene [N+](=O)([O-])C1=CC=C(C=C1)C#CC1=C(C=CC=C1)[N+](=O)[O-]